[Na].[Cu].[Mn].[Fe].[Ni] nickel iron manganese copper sodium